(E)-3-(dimethylamino)-1-(1-hydroxynaphthalene-2-yl)prop-2-en-1-one CN(/C=C/C(=O)C1=C(C2=CC=CC=C2C=C1)O)C